2-(2-isopropyl-4-methylpyridin-3-yl)pyridine-2,3-diamine-1-d C(C)(C)C1=NC=CC(=C1C1(N(C=CC=C1N)[2H])N)C